NC1=NC=NN2C1=C(N=C2C2CCOCC2)C2=CC=C(CNC(C1=C(C=CC(=C1)F)OC)=O)C=C2 N-(4-(4-amino-7-(tetrahydro-2H-pyran-4-yl)imidazo[5,1-f][1,2,4]triazin-5-yl)benzyl)-5-fluoro-2-methoxybenzamide